(2S,5R)-1-tert-butoxycarbonyl-5-hydroxy-piperidine-2-carboxylic acid C(C)(C)(C)OC(=O)N1[C@@H](CC[C@H](C1)O)C(=O)O